(R)-3-(4,4-difluoroazepan-1-yl)-N-(3-(N-(2-(3,3-difluoroazetidin-1-yl)acetyl)-S-methylsulfonimidoyl)phenyl)-5-methyl-6-(trifluoromethyl)pyridazine-4-carboxamide FC1(CCN(CCC1)C=1N=NC(=C(C1C(=O)NC1=CC(=CC=C1)[S@@](=O)(=NC(CN1CC(C1)(F)F)=O)C)C)C(F)(F)F)F